C(#N)C1=CC(=C(C(=O)N2CCC(CC2)N2CC(C2)(CC#N)N2N=CC(=C2)C2=C3C(=NC=C2C#N)NC=C3)C=C1)F 4-{1-[1-[1-(4-cyano-2-fluorobenzoyl)piperidin-4-yl]-3-(cyanomethyl)azetidin-3-yl]-1H-pyrazol-4-yl}-1H-pyrrolo[2,3-b]pyridine-5-carbonitrile